tetra(tridecyl)-4,4'-n-butylidenebis(2-t-butyl-5-methylphenol) diphosphite OP(O)OP(O)O.C(CCCCCCCCCCCC)C(CCC(CCCCCCCCCCCCC)(CCCCCCCCCCCCC)CCCCCCCCCCCCC)(C1=CC(=C(C=C1C)O)C(C)(C)C)C1=CC(=C(C=C1C)O)C(C)(C)C